N-(5-(1-(2-hydroxypropyl)-1H-1,2,4-triazol-3-yl)-2-methylphenyl)-7-methylimidazo[1,2-a]pyridine-3-carboxamide OC(CN1N=C(N=C1)C=1C=CC(=C(C1)NC(=O)C1=CN=C2N1C=CC(=C2)C)C)C